4-((diethylamino)methyl)-3-hydroxy-2-methylbenzoic acid methyl ester COC(C1=C(C(=C(C=C1)CN(CC)CC)O)C)=O